4-{[(2R,3S,4R,5S)-4-(4-Chloro-2-fluoro-phenyl)-3-(3-chloro-2-fluoro-phenyl)-4-cyano-5-(2,2-dimethyl-propyl)-pyrrolidine-2-carbonyl]-amino}-3-methoxy-benzoic acid ClC1=CC(=C(C=C1)[C@@]1([C@H]([C@@H](N[C@H]1CC(C)(C)C)C(=O)NC1=C(C=C(C(=O)O)C=C1)OC)C1=C(C(=CC=C1)Cl)F)C#N)F